tert-Butyl [(3R,4R,5S)-5-cyclopropyl-4-hydroxy-1-(3-nitro-1-oxido-6,7-dihydro-5H-cyclopenta[b]pyridin-4-yl)piperidin-3-yl]carbamate C1(CC1)[C@@H]1[C@H]([C@@H](CN(C1)C1=C2C(=[N+](C=C1[N+](=O)[O-])[O-])CCC2)NC(OC(C)(C)C)=O)O